2-chloro-6,9,9-trimethyl-9,10-dihydroacridine ClC1=CC=2C(C3=CC=C(C=C3NC2C=C1)C)(C)C